ClC=1C=CC(=C(C1)C1=CC(=C(N=N1)SCCO)NC1=CC(=NC=C1)NC(CN1CCN(CCC1)C)=O)F N-(4-{[6-(5-chloro-2-fluoro-phenyl)-3-[(2-hydroxyethyl)-sulfanyl]pyridazin-4-yl]-amino}pyridin-2-yl)-2-(4-methyl-1,4-diazepan-1-yl)-acetamide